BrC=1C=CC(=C2C=C(C=NC12)F)C[C@@H](C(=O)OC)NC(C1=CC=CC=C1)(C1=CC=CC=C1)C1=CC=CC=C1 methyl (S)-3-(8-bromo-3-fluoroquinolin-5-yl)-2-(tritylamino)propanoate